CS(=O)(=O)N1CC(C(CC1)O)NC1=NC=C(C(=N1)N1OCC[C@H]1C1=CC=CC=C1)C(F)(F)F 1-(methylsulfonyl)-3-((4-((S)-3-phenylisoxazolidin-2-yl)-5-(trifluoromethyl)pyrimidine-2-yl)amino)piperidin-4-ol